ClC=1C(=CC=C2C=CC=C(C12)N1CC=2N=C(N=C(C2CC1)N1C[C@@H](N(CC1)C(C(=C)F)=O)CC#N)OC1CN(C1)CCC#N)F (S)-3-(3-((7-(8-chloro-7-fluoronaphthalen-1-yl)-4-(3-(cyanomethyl)-4-(2-fluoroacryloyl)piperazin-1-yl)-5,6,7,8-tetrahydropyrido[3,4-d]pyrimidin-2-yl)oxy)azetidin-1-yl)propanenitrile